OC1(C=C(C=2N1C=1C=CC=CC1C2C)C2=CC=C(C(=O)OC)C=C2)C(F)(F)F Methyl 4-(3-hydroxy-9-methyl-3-(trifluoromethyl)-3H-pyrrolo[1,2-a]indol-1-yl)benzoate